C1(CCCCC1)[C@@H](C(=O)N1CCC2=NC(=C(C=C21)CC2=CC=C(C=C2)F)OC)NC(OC(C)(C)C)=O Tert-butyl (S)-(1-cyclohexyl-2-(6-(4-fluorobenzyl)-5-methoxy-2,3-dihydro-1H-pyrrolo[3,2-b]pyridin-1-yl)-2-oxoethyl)carbamate